C(=O)=C(C(=O)O)CCP(=O)(OC)OO 2-carbonyl-4-[hydroxy(methyl)phosphono]butanoic acid